O\N=C\1/C(C=2C(=CC3=C(OCO3)C2)C1)=O (6Z)-6-Hydroxyimino-5H-cyclopenta[f][1,3]benzodioxol-7-one